2-cyclohexyl-2-(3-ethylpentyl)-1,3-propanediol C1(CCCCC1)C(CO)(CO)CCC(CC)CC